ClC=1C=2C(C=NC1)=CN(N2)CC21CC(C2)(C1)C(=O)N1N=CCC1C1=CC(=CC(=C1)F)F (3-((7-chloro-2H-pyrazolo-[4,3-c]pyridin-2-yl)methyl)-bicyclo[1.1.1]pentan-1-yl)(5-(3,5-difluorophenyl)-4,5-dihydro-1H-pyrazol-1-yl)-methanone